rhodium potassium chloride [Cl-].[K+].[Rh+3].[Cl-].[Cl-].[Cl-]